(((4,4-difluorocyclohexyl)methoxy)carbonyl)-L-leucine FC1(CCC(CC1)COC(=O)N[C@@H](CC(C)C)C(=O)O)F